CC=1C=CC=C2C(NC(=NC12)CSC1CCC(CC1)C(=O)N)=O 4-(((8-Methyl-4-oxo-3,4-dihydroquinazolin-2-yl)methyl)thio)cyclohexane-1-carboxamide